(S)-4-(((R)-2-methoxypropyl)(4-(5,6,7,8-tetrahydro-1,8-naphthyridin-2-yl)butyl)amino)-2-(thieno[3,2-d]pyrimidin-4-ylamino)butanoic acid CO[C@@H](CN(CC[C@@H](C(=O)O)NC=1C2=C(N=CN1)C=CS2)CCCCC2=NC=1NCCCC1C=C2)C